(R)-(4-chloro-3-fluorophenyl)(3-(3-cyclobutyl-1,2,4-thiadiazol-5-yl)-8-methyl-5,6-dihydro-[1,2,4]triazolo[4,3-a]pyrazin-7(8H)-yl)methanone ClC1=C(C=C(C=C1)C(=O)N1[C@@H](C=2N(CC1)C(=NN2)C2=NC(=NS2)C2CCC2)C)F